COC(CCCN1CC2(C1)CN(C2)S(=O)(=O)C=2C(=NC(=CC2)C(F)(F)F)C)C 2-(4-methoxypentyl)-6-((2-methyl-6-(trifluoromethyl)pyridin-3-yl)sulfonyl)-2,6-diazaspiro[3.3]heptane